1-(5-amino-1,3,4-thiadiazol-2-yl)-6'-(4-methoxyphenyl)-2'-(methylsulfonyl)-5'H-spiro[piperidine-4,8'-pyrido[4,3-d]pyrimidine]-7'(6'H)-one NC1=NN=C(S1)N1CCC2(C(N(CC3=C2N=C(N=C3)S(=O)(=O)C)C3=CC=C(C=C3)OC)=O)CC1